N-((4-toluidinyl)ethyl)benzoxazolone N(C1=CC=C(C=C1)C)CCN1C(OC2=C1C=CC=C2)=O